3-(4-Bromo-2-methylphenoxy)-N-(3-(S-methylsulfonimidoyl)phenyl)-6-(trifluoromethyl)pyridazine-4-carboxamide BrC1=CC(=C(OC=2N=NC(=CC2C(=O)NC2=CC(=CC=C2)S(=O)(=N)C)C(F)(F)F)C=C1)C